CC(C[C@@H](CC=1OC(=NN1)C)NC1=NC(=NC=2CCCCC12)N1CC2(CN(C2)C(C=C)=O)CC1)C 1-(6-(4-(((2S)-4-methyl-1-(5-methyl-1,3,4-oxadiazol-2-yl)-2-pentanyl)amino)-5,6,7,8-tetrahydro-2-quinazolinyl)-2,6-diazaspiro[3.4]octan-2-yl)-2-propen-1-one